3-(2-(tert-butylamino)-9-(pyrrolidin-3-yl)-9H-purin-8-ylamino)-5-chlorobenzonitrile C(C)(C)(C)NC1=NC=C2N=C(N(C2=N1)C1CNCC1)NC=1C=C(C#N)C=C(C1)Cl